ClC=1C=C(C=C(C1)C#N)C(C)(C)C1=CC=C(OCC2=NC(=NC=C2)N2CCN(CC2)CC2CCN(CC2)CC(=O)[O-])C=C1 2-(4-((4-(4-((4-(2-(3-chloro-5-cyanophenyl)prop-2-yl)phenoxy)methyl)pyrimidine-2-yl)piperazin-1-yl)methyl)piperidin-1-yl)acetate